NC1=CC(=C2C(N(CCCCC[C@@](C3=NN=C(C1=N2)O3)(C(F)(F)F)O)CC=3C=NN(C3)C)=O)C(F)(F)F (6R)-17-Amino-6-hydroxy-12-[(1-methylpyrazol-4-yl)methyl]-6,15-bis(trifluoromethyl)-19-oxa-3,4,12,18-tetrazatricyclo[12.3.1.12,5]nonadeca-1(18),2,4,14,16-pentaen-13-one